N1(N=NC2=C1C=CC=C2)O[P+](N2CCCC2)(N2CCCC2)N2CCCC2 Benzotriazol-1-yloxy-tris(pyrrolidino)phosphonium